MOLYBDENUM-STIBIUM [Sb].[Mo]